N-(3-chloro-5-methanesulfonamidophenyl)-1-[5-(3,3-difluoroazetidin-1-yl)-3-{[3-fluoro-5-(trifluoromethyl)phenyl]methoxy}pyridin-2-yl]-5-methylpyrrole-3-carboxamide ClC=1C=C(C=C(C1)NS(=O)(=O)C)NC(=O)C1=CN(C(=C1)C)C1=NC=C(C=C1OCC1=CC(=CC(=C1)C(F)(F)F)F)N1CC(C1)(F)F